C(C(=O)C)(=O)[O-].[Na+] Natrium pyruvate